FC(C(=O)O)(F)F.NC[C@@H]1CC[C@H](CC1)NC(COC1=CC(=C(C=C1)Cl)F)=O trans-N-(4-(aminomethyl)cyclohexyl)-2-(4-chloro-3-fluorophenoxy)acetamide 2,2,2-trifluoroacetate salt